1-[7-[3-[[(3R,4S)-3-fluoro-4-piperidinyl]oxy]prop-1-ynyl]imidazo[1,2-a]pyridin-3-yl]hexahydropyrimidine-2,4-dione F[C@@H]1CNCC[C@@H]1OCC#CC1=CC=2N(C=C1)C(=CN2)N2C(NC(CC2)=O)=O